FC(C(=O)O)(F)F.CNC=1C(=NC=CN1)NCCCN(CCCCCCCC(=O)OC(CCCCCCCC)CCCCCCCC)CCCCCCCC(OC(CC)CCCCCCCC)=O Heptadecan-9-yl 8-((3-((3-(methylamino)pyrazin-2-yl)amino)propyl)(8-oxo-8-(undecan-3-yloxy)octyl)amino)octanoate, trifluoroacetate Salt